NC1=CC=C(OCC(CCCCCC)OC2=CC=C(C=C2)N)C=C1 1,2-bis(4-aminophenoxy)octane